P(=O)(OCC(F)F)(OCC(F)F)OCC(F)F tri-(2,2-difluoroethyl) phosphate